NC=1NC(C=2N=CN(C2N1)[C@@H]1C([C@@H]([C@H](C1)O)CO[P@](=O)(OC1=CC=CC=C1)N[C@@H](C)C(=O)OC)=C)=O 2-amino-1,9-dihydro-9-[(1S,3R,4S)-4-hydroxy-3-((S)-((S)-1-methoxycarbonylethylamino-phenoxy-phosphoryl)-oxymethyl)-2-methylenecyclopentyl]-6H-purin-6-one